(R)-N-(1-(4-(4-Chloro-3-(4-fluoropiperidin-1-yl)benzyl)-3-methylpiperazine-1-carbonyl)-1H-pyrazol-3-yl)methanesulfonamide ClC1=C(C=C(CN2[C@@H](CN(CC2)C(=O)N2N=C(C=C2)NS(=O)(=O)C)C)C=C1)N1CCC(CC1)F